CONC(=O)C=1C(OC(C1C=1NC2=CC=C(C=C2C1)C=1SC=CC1)CCCCC)=C=O n-methoxy-2-carbonyl-5-pentyl-4-(5-(thiophen-2-yl)-1H-indol-2-yl)-2,5-dihydrofuran-3-carboxamide